FC=1C=C(C=CC1)C#CC=1C=C2CCC(C2=CC1)N1C[C@H](CC1)C(=O)OC methyl (3S)-1-(5-((3-fluorophenyl)ethynyl)-2,3-dihydro-1H-inden-1-yl)-pyrrolidine-3-carboxylate